(E)-3-(2-hydroxyphenyl)-1-(3-methoxyphenyl)-2-propen-1-one OC1=C(C=CC=C1)/C=C/C(=O)C1=CC(=CC=C1)OC